O=C1NC=2C=C(C=CC2C2=C1OC=C2)C(=O)OC methyl 4-oxo-4,5-dihydrofuro[2,3-c]quinoline-7-carboxylate